O1C(OC(C1)C1OC(OC1)=O)=O 4,4'-bi-1,3-Dioxolane-2,2'-dione